tert-butyl (3R)-4-[3-(2,6-dioxo-3-piperidyl)-1-methyl-indazol-6-yl]-3-methyl-piperazine-1-carboxylate O=C1NC(CCC1C1=NN(C2=CC(=CC=C12)N1[C@@H](CN(CC1)C(=O)OC(C)(C)C)C)C)=O